3-(3,5-dimethylphenyl)propionic acid CC=1C=C(C=C(C1)C)CCC(=O)O